C(C=CCCCCC)(=O)[O-] 2-octenoate